trans-N,N'-dimethylcyclohexane-1,2-diamine HCl Cl.CN[C@H]1[C@@H](CCCC1)NC